C(C)(=O)OCCN(C=1N=C(C=2N=C(N=C(C2N1)N1CCC(CC1)OC)N(CCOC(C)=O)CCOC(C)=O)N1CCC(CC1)OC)CCOC(C)=O ((4,8-bis(4-methoxypiperidin-1-yl)pyrimido[5,4-d]pyrimidine-2,6-diyl)bis(azanetriyl))tetrakis(ethane-2,1-diyl) tetraacetate